7,9-Dimethylhexadecane CC(CCCCCC)CC(CCCCCCC)C